2-(7-((2S,5R)-2,5-diethyl-4-(1-(1-methyl-1H-benzo[d]imidazol-6-yl)ethyl)piperazin-1-yl)-4-methyl-5-oxo-4,5-dihydro-2H-pyrazolo[4,3-b]pyridin-2-yl)acetonitrile C(C)[C@@H]1N(C[C@H](N(C1)C(C)C=1C=CC2=C(N(C=N2)C)C1)CC)C=1C=2C(N(C(C1)=O)C)=CN(N2)CC#N